NCC1=NC2=CC(=C(C=C2C(N1)=O)OCC1=CC=CC=C1)OC 2-(aminomethyl)-6-(benzyloxy)-7-methoxyquinazolin-4(3H)-one